C1N(CCC2=CC=CC=C12)C(C#N)C#N 2-(3,4-dihydroisoquinoline-2(1H)-yl)malononitrile